FC1=CC=C(C=C1)C1=NN2C(=NC=3C=CC=CC3C2=N1)N[C@@H]1C(NCCCC1)=O (3S)-3-{[2-(4-fluorophenyl)[1,2,4]triazolo[1,5-c]quinazolin-5-yl]amino}azepan-2-one